BrC1=C2C(=CNC2=CC=C1)C[C@@H]1C=CC(CN1C)C(=O)OC Methyl (6R)-6-((4-bromo-1H-indol-3-yl) methyl)-1-methyl-1,2,3,6-tetrahydropyridine-3-carboxylate